tert-butyl 4-(3-((5-(5-(difluoromethyl)-1,3,4-oxadiazole-2-yl)pyridine-2-yl)methyl)-1-methyl-2,4-dioxo-1,2,3,4-tetrahydroquinazoline-7-yl)-3,6-dihydropyridine-1(2H)-carboxylate FC(C1=NN=C(O1)C=1C=CC(=NC1)CN1C(N(C2=CC(=CC=C2C1=O)C=1CCN(CC1)C(=O)OC(C)(C)C)C)=O)F